ethyl 6-tert-butyl-10-methoxy-9-(4-methoxyphenyl)-2-oxo-6,7-dihydro-2H-pyrido[2,1-a]isoquinoline-3-carboxylate C(C)(C)(C)C1N2C(C3=CC(=C(C=C3C1)C1=CC=C(C=C1)OC)OC)=CC(C(=C2)C(=O)OCC)=O